4-Methyl-3-phenyl-5-(2-(2,2,2-trifluoro-1-hydroxyethyl)phenyl)-1H-pyrrole-2-carboxylic acid CC=1C(=C(NC1C1=C(C=CC=C1)C(C(F)(F)F)O)C(=O)O)C1=CC=CC=C1